NC=1C=C(C=NC1)NC1=NC(=NC=C1C1=CC=C(C=C1)C(F)(F)F)NC=1C=NN(C1)C N4-(5-aminopyridin-3-yl)-N2-(1-methyl-1H-pyrazol-4-yl)-5-[4-(trifluoromethyl)phenyl]pyrimidine-2,4-diamine